2-(4-(1H-pyrazol-1-yl)phenyl)-6-((((1R,2S)-2-(4-fluorophenyl)cyclopropyl)amino)methyl)-N-(4-((E)-3-(hydroxyamino)-3-oxoprop-1-en-1-yl)benzyl)pyrimidine-4-carboxamide formate C(=O)O.N1(N=CC=C1)C1=CC=C(C=C1)C1=NC(=CC(=N1)C(=O)NCC1=CC=C(C=C1)\C=C\C(=O)NO)CN[C@H]1[C@@H](C1)C1=CC=C(C=C1)F